Potassium (2R,3R)-2,3,4-trihydroxybutanoate O[C@@H](C(=O)[O-])[C@@H](CO)O.[K+]